BrC1=CC=C(C=C1)C1=NN(C(C1)C1=CC=C(C=C1)Br)C(=O)C1C(OC2=C(C1)C=CC(=C2)OCCC[Se]C#N)=O 3-(3,5-bis(4-bromophenyl)-4,5-dihydro-1H-pyrazole-1-carbonyl)-7-(3-cyanoselenopropoxy)-dihydro-benzopyran-2-one